FC=1C=C(C=CC1)NC(=O)CNC(=O)C1=CC=CC(=N1)C1=CC=C2C=CC=C(C2=C1)NC(C=C)=O N-{7-[6-({[(3-fluorophenyl)carbamoyl]methyl}carbamoyl)pyridin-2-yl]naphthalen-1-yl}prop-2-enamide